N-(2-(Piperidin-1-yl)-4-(4-(trifluoromethyl)phenethyl)phenyl)octanamid bis-tridecyl-thiodipropionate C(CCCCCCCCCCCC)OC(CCSCCC(=O)OCCCCCCCCCCCCC)=O.N1(CCCCC1)C1=C(C=CC(=C1)CCC1=CC=C(C=C1)C(F)(F)F)NC(CCCCCCC)=O